CC(C(=O)C=1N=C2N(N1)[C@H](C[C@H]2F)C2=CC=CC=C2)(C)C |r| 2,2-dimethyl-1-[rac-(5R,7R)-7-fluoro-5-phenyl-6,7-dihydro-5H-pyrrolo[1,2-b][1,2,4]triazol-2-yl]propan-1-one